8-cyclopropyl-2-(4-((5-cyclopropyl-3-(dicyclohexylmethyl)isoxazol-4-yl)methoxy)bicyclo[2.2.2]oct-1-yl)quinoline-5-carboxylic acid C1(CC1)C1=CC=C(C=2C=CC(=NC12)C12CCC(CC1)(CC2)OCC=2C(=NOC2C2CC2)C(C2CCCCC2)C2CCCCC2)C(=O)O